BrC=1C=C2C(=NC1)C=C(S2)C=2CCN(CC2)C(=O)OC(C)(C)C tert-butyl 4-(6-bromothieno[3,2-b]pyridin-2-yl)-3,6-dihydro-2H-pyridine-1-carboxylate